CC1=NC=2C=CN(C(C2C=C1C(=O)OCC)=O)CC=1C=NN(C1)C ethyl 2-methyl-6-((1-methyl-1H-pyrazol-4-yl)methyl)-5-oxo-5,6-dihydro-1,6-naphthyridine-3-carboxylate